N-(4,4-Dimethyl-pentyl)-2-(3-methoxy-propyl)-4-methyl-6-morpholin-4-yl-pyridine-3-carboxylic acid amide CC(CCCNC(=O)C=1C(=NC(=CC1C)N1CCOCC1)CCCOC)(C)C